COC1=NC(=NC=C1C1=CC=C(C=C1)N1C(CCC1)=O)NC=1C=NC=C(C1)N(CC(N1CCNCC1)=O)C 1-(4-{4-methoxy-2-[(5-{methyl[2-oxo-2-(piperazin-1-yl)ethyl]amino}pyridin-3-yl)amino]pyrimidin-5-yl}phenyl)pyrrolidin-2-one